[Si](C1=CC=CC=C1)(C1=CC=CC=C1)(C(C)(C)C)OCCCCCC#CC(B1OC(CN(CC(O1)=O)C)=O)NS(=O)(=O)C1=CC=C(C=C1)[N+](=O)[O-] N-(8-((tert-butyldiphenylsilyl)oxy)-1-(6-methyl-4,8-dioxo-1,3,6,2-dioxazaborocan-2-yl)oct-2-yn-1-yl)-4-nitrobenzenesulfonamide